F[C@H]1C(NC(C[C@H]1OC1=CC=C(N=N1)C1=NC=C(C=C1O)N1C=NC=C1)(C)C)(C)C 2-(6-{[(3S,4R)-3-fluoro-2,2,6,6-tetramethylpiperidin-4-yl]oxy}pyridazin-3-yl)-5-(1H-imidazol-1-yl)pyridin-3-ol